ClC1=NC(=CC(=C1)COC1=CC2=C(C(N(CCO2)C[C@@H](CN2CC3=CC=CC=C3CC2)O)=O)C=C1)Cl 8-[(2,6-dichloro-4-pyridyl)methoxy]-4-[(2R)-3-(3,4-dihydro-1H-isoquinolin-2-yl)-2-hydroxy-propyl]-2,3-dihydro-1,4-benzoxazepin-5-one